(R)-3-(3,5-dichlorophenyl)-1-(1-(6,7-difluoro-1-oxo-1,2-dihydroisoquinolin-4-yl)ethyl)-1-methylurea ClC=1C=C(C=C(C1)Cl)NC(N(C)[C@H](C)C1=CNC(C2=CC(=C(C=C12)F)F)=O)=O